CCCCCCCCCCCCCCCCCC(=O)N[C@@H](CO[C@H]1[C@@H]([C@H]([C@@H]([C@H](O1)CO)O[C@H]2[C@@H]([C@H]([C@H]([C@H](O2)CO)O[C@H]3[C@@H]([C@H]([C@H]([C@H](O3)CO)O)O[C@H]4[C@@H]([C@H]([C@H]([C@H](O4)CO)O)O[C@@]5(C[C@@H]([C@H]([C@@H](O5)[C@@H]([C@@H](CO)O)O)NC(=O)C)O)C(=O)O)O)NC(=O)C)O[C@@]6(C[C@@H]([C@H]([C@@H](O6)[C@@H]([C@@H](CO)O[C@@]7(C[C@@H]([C@H]([C@@H](O7)[C@@H]([C@@H](CO)O)O)NC(=O)C)O)C(=O)O)O)NC(=O)C)O)C(=O)O)O)O)O)[C@@H](/C=C/CCCCCCCCCCCCC)O The molecule is a sialoheptaosylceramide where the sialoheptaosyl portion contains three sialic acid residues. It is a conjugate acid of an alpha-Neu5Ac-(2->3)-beta-Gal-(1->3)-beta-GalNAc-(1->4)-[alpha-Neu5Ac-(2->8)-alpha-Neu5Ac-(2->3)]-beta-Gal-(1->4)-beta-Glc-(1<->1')-Cer(d18:1/18:0)(3-).